C(C)(C)N1N=C(N=C1C1[C@H]2CC(C[C@@H]12)O)C1=CC(=CC=C1)C(F)(F)F (1R,5S)-6-(1-Isopropyl-3-(3-(trifluoromethyl)phenyl)-1H-1,2,4-triazol-5-yl)bicyclo[3.1.0]hexan-3-ol